BrC(C)C=1C=C(C=C2C(C(=C(OC12)SCC)C)=O)F 8-(1-Bromoethyl)-2-ethylsulfanyl-6-fluoro-3-methyl-chromen-4-one